C(C1=CC=CC=C1)OC(NC(C(=O)NN(C([C@H](F)Cl)=O)CCC(=O)N)CC1CCCCC1)=O (1-(2-(3-amino-3-oxo-propyl)-2-((R)-2-chloro-2-fluoroacetyl)hydrazino)-3-cyclohexyl-1-oxo-propan-2-yl)carbamic acid benzyl ester